[3,5-dimethyl-2-(7-methyl-1,8-naphthyridin-2-yl)phenoxy]-triisopropyl-silane CC=1C(=C(O[Si](C(C)C)(C(C)C)C(C)C)C=C(C1)C)C1=NC2=NC(=CC=C2C=C1)C